8-amino-5-(4'-hydroxybiphenyl-4-ylazo)naphthalene-2-sulfonate NC=1C=CC(=C2C=CC(=CC12)S(=O)(=O)[O-])N=NC1=CC=C(C=C1)C1=CC=C(C=C1)O